C(C)(C)(C)OC(=O)N1C[C@@H](CC1)CC(=O)O 2-[(3S)-1-tert-butoxycarbonyl-pyrrolidin-3-yl]acetic acid